N-(4-(4-(2-Aminophenyl)-2-(methylthio)-1-((2-(trimethylsilyl)ethoxy)methyl)-1H-imidazol-5-yl)pyridin-2-yl)acetamide NC1=C(C=CC=C1)C=1N=C(N(C1C1=CC(=NC=C1)NC(C)=O)COCC[Si](C)(C)C)SC